3-(6-(1-((1-(3-((4-((5-(trifluoromethyl)pyrimidin-2-yl)amino)piperidin-1-yl)sulfonyl)-phenyl)piperidin-4-yl)methyl)piperidin-4-yl)benzo[b]thiophen-3-yl)piperidine-2,6-dione FC(C=1C=NC(=NC1)NC1CCN(CC1)S(=O)(=O)C=1C=C(C=CC1)N1CCC(CC1)CN1CCC(CC1)C=1C=CC2=C(SC=C2C2C(NC(CC2)=O)=O)C1)(F)F